C(C)(C)(C)OC(=O)N[C@H](C(=O)O)CCN(CCCCC1=NC=2NCCCC2C=C1)CC(COC)F (2S)-2-((tert-butoxycarbonyl)amino)-4-((2-fluoro-3-methoxypropyl)(4-(5,6,7,8-tetrahydro-1,8-naphthyridin-2-yl)butyl)amino)butanoic acid